(7R)-4,5,7-trimethyl-7H-tetrazolo[1,5-a]pyrimidine-6-carboxylic acid CN1C=2N([C@@H](C(=C1C)C(=O)O)C)N=NN2